FC1=CC=C(C=C1)[C@@H](C)N1N=CC(=C1)C1=CC=CC(=N1)C1=C(C=2N(C=C1)N=C(N2)N)OC |r| racemic-7-(6-(1-(1-(4-fluorophenyl)ethyl)-1H-pyrazol-4-yl)pyridin-2-yl)-8-methoxy-[1,2,4]triazolo[1,5-a]pyridin-2-amine